2-morpholino-6-nitro-5-(pyrrolidin-1-yl)oxazolo[4,5-b]pyridine O1CCN(CC1)C=1OC=2C(=NC(=C(C2)[N+](=O)[O-])N2CCCC2)N1